N=1N=CN2C1C=C(C=C2)CCCN2CC1(C2)CC(C1)OC1=NN(C(C2=C(C=CC=C12)Cl)=O)C ((2-(3-([1,2,4]triazolo[4,3-a]pyridin-7-yl)propyl)-2-azaspiro[3.3]heptan-6-yl)oxy)-8-chloro-2-methylphthalazin-1(2H)-one